ON=C(C(=O)N[C@@H](C(C)C)C(=O)OC)C1=CC=CC=C1 methyl (2-(hydroxyimino)-2-phenylacetyl)-L-valinate